N-(2-(N,N-bis(2,4-dimethoxybenzyl)sulfamoyl)pyridin-4-yl)-2-(4,4-difluoro-3-methylpiperidin-1-yl)-5,6,7,8,9,10-hexahydrocycloocta[b]pyridine-3-carboxamide COC1=C(CN(S(=O)(=O)C2=NC=CC(=C2)NC(=O)C=2C=C3C(=NC2N2CC(C(CC2)(F)F)C)CCCCCC3)CC3=C(C=C(C=C3)OC)OC)C=CC(=C1)OC